4-hydroxy-3,5-difluoro-benzaldehyde OC1=C(C=C(C=O)C=C1F)F